ClC=1C=CC(=C(OCC(CNC)O)C1)OC1=C(C=C(C=C1)Cl)Cl (5-chloro-2-(2,4-dichlorophenoxy)phenoxy)-3-(methylamino)-2-propanol